N1=C(N=CC=C1)C=1C=NN(C(C1)=S)CCC(=O)OCC ethyl 3-(4-pyrimidin-2-yl-6-thioxo-pyridazin-1-yl)propanoate